4-methoxy-1H-indole COC1=C2C=CNC2=CC=C1